N-(2,3-dihydro-4H-benzo[b][1,4]oxazin-4-yl)-4-morpholino-7-nonyl-8-(2,3,5-trifluorophenyl)quinoline-3-carboxamide O1C2=C(N(CC1)NC(=O)C=1C=NC3=C(C(=CC=C3C1N1CCOCC1)CCCCCCCCC)C1=C(C(=CC(=C1)F)F)F)C=CC=C2